1-(2-fluorophenyl)-5-methyl-triazole-4-carboxamide FC1=C(C=CC=C1)N1N=NC(=C1C)C(=O)N